6-acetyl-2-((5-(4-(2-(4-(((tert-butyldimethylsilyl)oxy)methyl)phenyl)propan-2-yl)piperazin-1-yl)pyridin-2-yl)amino)-8-cyclopentyl-5-methylpyrido[2,3-d]pyrimidin-7(8H)-one C(C)(=O)C1=C(C2=C(N=C(N=C2)NC2=NC=C(C=C2)N2CCN(CC2)C(C)(C)C2=CC=C(C=C2)CO[Si](C)(C)C(C)(C)C)N(C1=O)C1CCCC1)C